C(C)(C)(C)OC(=O)N1C[C@H](CC1)NC1=NC=CC=C1N (S)-3-((3-aminopyridin-2-yl)amino)pyrrolidine-1-carboxylic acid tert-butyl ester